O[C@@H]1CN(CC1)C1=CC(=NC(=N1)C=1C=NC=CC1)C1=CC=C(C=C1)N1C(COCC1)=O (S)-4-(4-(6-(3-hydroxypyrrolidin-1-yl)-2-(pyridin-3-yl)pyrimidin-4-yl)phenyl)morpholin-3-one